(S)-N-(1,1-Dioxidotetrahydro-2H-thiopyran-3-yl)-6-(1H-imidazol-1-yl)-4-methylpicolinamide O=S1(C[C@H](CCC1)NC(C1=NC(=CC(=C1)C)N1C=NC=C1)=O)=O